C1(CC1)C1=NN(C2=C1C=NC(=C2)NC(C)=O)C2=NC(=CC(=C2)OCCOC)[C@H]2COCC2 (S)-N-(3-cyclopropyl-1-(4-(2-methoxyethoxy)-6-(tetrahydrofuran-3-yl)pyridin-2-yl)-1H-pyrazolo[4,3-c]pyridin-6-yl)acetamide